ethylendiaminhydroxid [OH-].C(CN)N